C(CC)ONCC1=CC=C(C=C1)C1=NOC(=N1)C(F)(F)F N-propoxy-1-[4-[5-(trifluoromethyl)-1,2,4-oxadiazol-3-yl]phenyl]methylamine